N-methyl-N-hexadecyl-1,3-diaminopropane CN(CCCN)CCCCCCCCCCCCCCCC